tertiary butyl-dimethoxysilicon C(C)(C)(C)[Si](OC)OC